CN(C)CC1=NC(=C(C2=CC=C(C=C12)OC1=CC=CC=C1)O)C(=O)OC methyl 1-((dimethylamino) methyl)-4-hydroxy-7-phenoxyisoquinoline-3-carboxylate